ClC=1C(C2=C(NC(=N2)C2=CC(=C(C=C2)C(F)(F)F)F)C(C1Cl)=O)=O 5,6-dichloro-2-(3-fluoro-4-(trifluoromethyl)phenyl)-1H-benzo[d]imidazole-4,7-dione